CN(C1=CC=CC=C1)CCNC methyl-N-[2-(methylamino)]ethylaniline